CC1(N=C(OC1)C1=C(C=C2CCN3C(C2=C1)=C(N=C3C(=O)N3[C@](CCC3)(C#N)C)C=3SC=CC3)OC)C (R)-1-(9-(4,4-dimethyl-4,5-dihydrooxazol-2-yl)-8-methoxy-1-(thiophen-2-yl)-5,6-dihydroimidazo[5,1-a]isoquinoline-3-carbonyl)-2-methylpyrrolidine-2-carbonitrile